C(C)N1OC(C2C1C(CC(C2)CC)CC)(C)C 1,5,7-Triethyl-3,3-dimethyloctahydrobenzo[c]isoxazol